(S)-1-((4-(difluoromethyl)-2'-methyl-[2,4'-bipyridin]-5-yl)oxy)-2,4-dimethylpentan-2-amine FC(C1=CC(=NC=C1OC[C@](CC(C)C)(N)C)C1=CC(=NC=C1)C)F